tert-Butyl 4-[(1S)-1-(benzyloxycarbonylamino)-2-methoxy-2-oxo-ethyl]piperidine-1-carboxylate C(C1=CC=CC=C1)OC(=O)N[C@H](C(=O)OC)C1CCN(CC1)C(=O)OC(C)(C)C